1-[(1-ethyl-1H-pyrazol-4-yl)methyl]-4-methyl-3-{3-[(2R)-2-methylmorpholin-4-yl]-5-(trifluoromethyl)phenyl}-1,3-dihydro-2H-imidazol-2-one C(C)N1N=CC(=C1)CN1C(N(C(=C1)C)C1=CC(=CC(=C1)C(F)(F)F)N1C[C@H](OCC1)C)=O